6-Chloro-1-methyl-4-(1-(4-(trifluoromethoxy)benzyl)piperidin-4-yl)-1,4-dihydroquinoxaline ClC=1C=C2N(C=CN(C2=CC1)C)C1CCN(CC1)CC1=CC=C(C=C1)OC(F)(F)F